S(N)(OC[C@H]1OC(O[C@@H]1C1=C(C=CC=C1)C)C)(=O)=O ((4R,5R)-5-(2-methylphenyl)-2-methyl-1,3-dioxolan-4-yl)methyl sulfamate